Methyl 3-chloro-6-(2-chloro-4-(trifluoromethyl) phenyl)-5-hydroxypicolinate ClC=1C(=NC(=C(C1)O)C1=C(C=C(C=C1)C(F)(F)F)Cl)C(=O)OC